COC1=C(C=NN=C2NC(C(N2)CC(=O)O)=O)C=CC(=C1)OC 2-(((2,4-dimethoxybenzylidene)hydrazineylidene)-5-oxoimidazolidine-4-yl)acetic acid